bis(2-oxocyclohexyl)methylsulfonium aluminum vanadium chromium [Cr+3].[V+5].[Al+3].O=C1C(CCCC1)C(C1C(CCCC1)=O)[SH2+]